2-phenyl-1-[(4-methylphenyl)sulfonyl]-1H-indole C1(=CC=CC=C1)C=1N(C2=CC=CC=C2C1)S(=O)(=O)C1=CC=C(C=C1)C